ClC1=CC(=C(C=C1)S(=O)(=O)N1CC2=C(C1)CN(C2)C([C@@H](C2=CC=CC=C2)O)=O)OC (2R)-1-[5-(4-chloro-2-methoxybenzenesulfonyl)-1H,2H,3H,4H,5H,6H-pyrrolo[3,4-c]pyrrol-2-yl]-2-hydroxy-2-phenylethan-1-one